CN1C(C(=C(C1=O)C1=CC=C(C=C1)C)C1=CC=C(C=C1)C)=O 1-methyl-3,4-di-p-tolyl-1H-pyrrole-2,5-dione